3-(aminomethyl)-4-methoxy-6-methylpyridin-2(1H)-one NCC=1C(NC(=CC1OC)C)=O